3-(5-((1R,5S)-9-benzyl-3-oxa-9-azabicyclo[3.3.1]nonan-7-yl)-1-oxoisoindolin-2-yl)piperidine-2,6-dione C(C1=CC=CC=C1)N1[C@H]2COC[C@@H]1CC(C2)C=2C=C1CN(C(C1=CC2)=O)C2C(NC(CC2)=O)=O